C(CCCCC)C(C(=O)OCCCCCCN(C(CCCCCCCBr)=O)CCCCCC)CCCCCCCC 6-(8-Bromo-N-hexyloctanamido)hexyl 2-hexyldecanoate